FC1=CNC2=NC=CC(=C21)C=2C(=NN(C2)C)C2=NC=C(C=C2)F 3-Fluoro-4-[3-(5-fluoro-2-pyridyl)-1-methyl-pyrazol-4-yl]-1H-pyrrolo[2,3-b]pyridine